2-(4-(methoxycarbonyl)phenoxy)-2-methylpropanoic acid COC(=O)C1=CC=C(OC(C(=O)O)(C)C)C=C1